6-methoxyquinoxaline COC=1C=C2N=CC=NC2=CC1